1-(6-((4-(4-((5-chloro-4-((2-(isopropylsulfonyl)phenyl)amino)pyrimidin-2-yl)amino)-5-isopropoxy-2-methylphenyl)piperazin-1-yl)methyl)pyridin-3-yl)dihydropyrimidine-2,4(1H,3H)-dione ClC=1C(=NC(=NC1)NC1=CC(=C(C=C1OC(C)C)N1CCN(CC1)CC1=CC=C(C=N1)N1C(NC(CC1)=O)=O)C)NC1=C(C=CC=C1)S(=O)(=O)C(C)C